C(C=C)(=O)OCC(C(C(=O)N1[C@@H](CCCC1)C(=O)O[C@H](CCC1=CC(=C(C=C1)OC)OC)C=1C=C(OCC(=O)O)C=CC1)=O)(C)C 2-(3-((R)-1-(((S)-1-(4-(acryloyloxy)-3,3-dimethyl-2-oxobutanoyl)piperidine-2-carbonyl)oxy)-3-(3,4-dimethoxyphenyl)propyl)phenoxy)acetic acid